BrC=1C(=C(C=CC1)NC=1N=CC=C2C=C(C=NC12)CN1C[C@@H](CC1)O)C (R)-1-((8-(3-bromo-2-methylphenylamino)-1,7-naphthyridin-3-yl)methyl)pyrrolidin-3-ol